O1[C@@H](CC1)CN1C(=NC2=C1C=C(C=C2)C(=O)O)CN2CC=C(CC2)C2=NC(=CC=C2)OCC2=NC=CC=C2 (S)-1-(oxetan-2-ylmethyl)-2-((6-(pyridin-2-ylmethoxy)-5',6'-dihydro-[2,4'-bipyridin]-1'(2'H)-yl)methyl)-1H-benzo[d]imidazole-6-carboxylic acid